ClC1=C(C)C(=C(C=C1C(C)(C)C)C(C)(C)C)Cl 2,6-dichloro-3,5-di-t-butyltoluene